(4-(3,5-di-tert-butyl phenyl)-2-methyl-1,5,6,7-tetrahydro-s-indacen-1-yl)dimethylsilyl trifluoromethanesulfonate FC(S(=O)(=O)O[Si](C)(C)C1C(=CC2=C(C=3CCCC3C=C12)C1=CC(=CC(=C1)C(C)(C)C)C(C)(C)C)C)(F)F